(4-chloro-6-iodoquinazoline-2-carbonyl)-4,7-diazaspiro[2.5]octane-4-carboxylic acid tert-butyl ester C(C)(C)(C)OC(=O)N1C2(CC2C(=O)C2=NC3=CC=C(C=C3C(=N2)Cl)I)CNCC1